COC1=C(C=C2C(=NC(=NC2=C1)C)OS(=O)(=O)C1=C(C=C(C=C1C(C)C)C(C)C)C(C)C)OCC=1N(CCC1)C.C(C)NC(=O)C1C(CCC(C1)C)C(C)C N-ethyl-5-methyl-2-(1-methylethyl)cyclohexanamide (S)-7-Methoxy-2-methyl-6-((1-methylpyrrolin-2-yl)methoxy)quinazolin-4-yl-2,4,6-triisoPropylbenzenesulfonate